3-fluoro-1-((1R,2R)-2-hydroxy-2-methyl-cyclopentyl)-7-((1-(methylsulfonyl)piperidin-4-yl)amino)-1,6-naphthyridin FC=1CN(C2=CC(=NC=C2C1)NC1CCN(CC1)S(=O)(=O)C)[C@H]1[C@](CCC1)(C)O